C1=C[N+]2=CC=CC3=CC=CC1=C23 Pyrrolo[3,2,1-ij]quinolinium